FC=1C=CC(=C(C1)C(CN1C(N(C(C(=C1)/C(/C)=N/OC(C)C)=O)C[C@H](C(C)C)NC(C(C)(C)C)=O)=O)O)OC N-((2S)-1-{3-[2-(5-fluoro-2-methoxyphenyl)-2-hydroxyethyl]-5-[(E)-1-(isopropoxyimino)ethyl]-2,6-dioxo-3,6-dihydropyrimidin-1(2H)-yl}-3-methylbutan-2-yl)-2,2-dimethylpropanamide